S1C=C(C=C1)C1=NC2=C(N1)C=CC(=C2)C(=O)N 2-(thiophen-3-yl)-1H-benzo[d]imidazole-5-carboxamide